1-(((3S)-1-((3-(acetylamino)-1-azetidinyl)sulfonyl)-3-piperidinyl)carbonyl)-N-(4-(trifluoromethyl)benzyl)-D-prolinamide C(C)(=O)NC1CN(C1)S(=O)(=O)N1C[C@H](CCC1)C(=O)N1[C@H](CCC1)C(=O)NCC1=CC=C(C=C1)C(F)(F)F